6-((2S,2S)-2-(4,4,5,5-tetramethyl-1,3,2-dioxaborolan-2-yl)cyclopropyl)-1-(2,2,2-trifluoroethyl)-1H-pyrazolo[3,4-b]pyridine CC1(OB(OC1(C)C)[C@@H]1C(C1)C1=CC=C2C(=N1)N(N=C2)CC(F)(F)F)C